Di-methylformamid CN(C=O)C